FC1=C(C(=CC(=C1)C1=NC(=CC(=N1)C)OCCC)F)N1CC(CC1)CC(=O)OCC Ethyl {1-[2,6-difluoro-4-(4-methyl-6-propoxy-pyrimidin-2-yl)-phenyl]-pyrrolidin-3-yl}-acetate